NC1=C(C(=NN1C(C)C)C1=CC=C(C=C1)CC(=O)NC1=CC(=NO1)C12CC(C1)(C2)F)C(=O)N 5-amino-3-(4-(2-((3-(3-fluoro-bicyclo[1.1.1]pentan-1-yl)isoxazol-5-yl)amino)-2-oxoethyl)phenyl)-1-isopropyl-1H-pyrazole-4-carboxamide